CC(COC(C)C)(C)NC1=CC(=NC=C1)C1=CC=NC=C1 N-[2-methyl-1-(propan-2-yloxy)propan-2-yl]-2-(pyridin-4-yl)-pyridin-4-amine